p-xylylene dicamphorsulfonate C12(C(=O)CC(CC1)C2(C)C)CS(=O)(=O)OCC2=CC=C(C=C2)COS(=O)(=O)CC21C(=O)CC(CC2)C1(C)C